5-[4-amino-5-(trifluoromethyl)pyrrolo[2,1-f][1,2,4]triazin-7-yl]-N-{4-fluoro-1-[(2-methyl-1,3-thiazol-4-yl)methyl]pyrrolidin-3-yl}-2-methoxypyridine-3-carboxamide NC1=NC=NN2C1=C(C=C2C=2C=C(C(=NC2)OC)C(=O)NC2CN(CC2F)CC=2N=C(SC2)C)C(F)(F)F